FC(C(COC=1C=C2CCN3[C@@H](C2=CC1OC)C[C@H]([C@@H](C3)CC(C)(C)C)O)O)F (2R,3R,11bR)-9-(3,3-Difluoro-2-hydroxypropoxy)-3-(2,2-dimethylpropyl)-10-methoxy-1H,2H,3H,4H,6H,7H,11bH-pyrido[2,1-a]isochinolin-2-ol